COC(=O)C1CN(CCC1)C1=C(C2=C(NC(=N2)C(NC(=O)C=2C(=NOC2)C)C2CCCCCCC2)C=C1)F 1-(2-{cyclooctyl-[(3-methylisoxazole-4-carbonyl)amino]methyl}-4-fluoro-1H-benzoimidazol-5-yl)piperidine-3-carboxylic acid methyl ester